3,4-dihydro-1H-benzo[b]azepine-2,5-dione N1C2=C(C(CCC1=O)=O)C=CC=C2